(3S,4R)-4-((10-(piperidin-4-yl)-6,7-dihydropyrazolo[1,5-d]pyrimido[4,5-f][1,4]oxazepin-2-yl)amino)tetrahydro-2H-pyran-3-ol N1CCC(CC1)C1=NN2CCOC3=C(C2=C1)N=C(N=C3)N[C@H]3[C@@H](COCC3)O